(S)-4-[6-(6-oxo-1H-pyrazine-2-carbonyl)-6-azaspiro[3.4]octan-8-yl]benzonitrile O=C1C=NC=C(N1)C(=O)N1CC2(CCC2)[C@@H](C1)C1=CC=C(C#N)C=C1